tert-butyl 2-[[5,7-bis(trifluoromethyl)-1,2-benzoxazol-3-yl]-methoxycarbonyl-amino]propanoate FC(C=1C=C(C2=C(C(=NO2)N(C(C(=O)OC(C)(C)C)C)C(=O)OC)C1)C(F)(F)F)(F)F